(4,4,5,5-tetramethyl-1,3,2-dioxaborolan-2-yl)imidazo[1,2-a]pyridine CC1(OB(OC1(C)C)C=1N=C2N(C=CC=C2)C1)C